C(C)N1C(NC2=CC(=CC=C2C1=O)CN1CCN(CC1)C=1SC(=CN1)C(=O)NC)=O 2-(4-((3-ethyl-2,4-dioxo-1,2,3,4-tetrahydroquinazolin-7-yl)methyl)piperazin-1-yl)-N-methylthiazole-5-carboxamide